tert-butyl-3-(5-bromopyrimidin-2-yl)azetidine C(C)(C)(C)N1CC(C1)C1=NC=C(C=N1)Br